N4-cyclohexyl-N2-(4-(3-morpholinopropoxy)phenyl)quinazoline-2,4-diamine C1(CCCCC1)NC1=NC(=NC2=CC=CC=C12)NC1=CC=C(C=C1)OCCCN1CCOCC1